CC1N(CC(C1=O)C)C(=O)[O-] 2,4-dimethyl-3-pyrrolidonecarboxylate